2-[5-(aminomethyl)-1,2,4-oxadiazol-3-yl]-N-[(3S,4R)-1,3-dimethyl-4-piperidyl]-1-(2,2,2-trifluoroethyl)indol-4-amine NCC1=NC(=NO1)C=1N(C=2C=CC=C(C2C1)N[C@H]1[C@H](CN(CC1)C)C)CC(F)(F)F